ClC=1C=NC(=NC1)OC1=C2C(=NC(=NC2=CC=C1)C(F)(F)F)C 5-(5-chloropyrimidin-2-yl)oxy-4-methyl-2-(trifluoromethyl)quinazoline